C(C1=CC=CC=C1)OC[C@]1(C[C@H](CC1)N(S(=O)(=O)C)CC1=CC=C(C=C1)OC)C=1OC=C(N1)C(=O)OCC ethyl 2-((1S,3S)-1-((benzyloxy)methyl)-3-(N-(4-methoxybenzyl)methylsulfonamido)cyclopentyl)oxazole-4-carboxylate